5-bromo-6-chloro-8-fluoro-2-thioxo-2,3-dihydroquinazolin-4(1H)-one BrC1=C2C(NC(NC2=C(C=C1Cl)F)=S)=O